methyl 3-((S)-2-amino-4-methylpentanamido)-2-hydroxypentanoate hydrochloride salt Cl.N[C@H](C(=O)NC(C(C(=O)OC)O)CC)CC(C)C